N1CCC(CC1)NC(=O)C1=NNC=C1 3-(piperidin-4-ylaminocarbonyl)-1H-pyrazole